C(=O)C1=CC=C(C=C1)N(C1=CC=C(C=C1)C=O)C1=CC=C(C=C1)C=O tri-(4-formylphenyl)amine